4-(1-(2,6-dioxopiperidin-3-yl)-3-methyl-1H-indazol-4-yl)-1H-pyrazol O=C1NC(CCC1N1N=C(C2=C(C=CC=C12)C=1C=NNC1)C)=O